4,6-dichloro-1,3-dihydro-3-hydroxy-2H-indol-2-one ClC1=C2C(C(NC2=CC(=C1)Cl)=O)O